(1S,2S,5R)-2-(2-hydroxy-propan-2-yl)-4-oxo-3,8-diazabicyclo[3.2.1]octane-8-carboxylic acid tert-butyl ester C(C)(C)(C)OC(=O)N1[C@@H]2[C@H](NC([C@H]1CC2)=O)C(C)(C)O